O[C@]1(C(C)=O)CC[C@H]2[C@@H]3CC=C4C=C(CC[C@]4(C)[C@H]3CC[C@]12C)N1CCCC1 17-hydroxy-3-(1-pyrrolidinyl)pregna-3,5-dien-20-one